tert-butyl (2-((4,6-dichloropyrazolo[1,5-a]pyrazin-3-yl)oxy)ethyl)carbamate ClC=1C=2N(C=C(N1)Cl)N=CC2OCCNC(OC(C)(C)C)=O